C(#N)C=1C(=C(C=CC1[N+](=O)[O-])N1[C@@H](CN(CC1)C(=O)OC(C)(C)C)CO)F tert-butyl (S)-4-(3-cyano-2-fluoro-4-nitrophenyl)-3-(hydroxymethyl)piperazine-1-carboxylate